6-chloro-2-methoxy-4-methyl-pyridine-3-carbaldehyde ClC1=CC(=C(C(=N1)OC)C=O)C